Tert-butyl (2-((4-(bromomethyl)benzyl)oxy)ethyl)carbamate BrCC1=CC=C(COCCNC(OC(C)(C)C)=O)C=C1